(3S,6S,7R)-12-(benzyloxy)-6-hydroxy-3,6-dimethyl-1,11-dioxo-N-(2,4,6-trifluorobenzyl)-1,4,5,6,7,11-hexahydro-3H-2,7-methanopyrido[1,2-a][1,4]diazonine-10-carboxamide C(C1=CC=CC=C1)OC=1C(C(=CN2C1C(N1[C@H](CC[C@]([C@H]2C1)(C)O)C)=O)C(=O)NCC1=C(C=C(C=C1F)F)F)=O